5-[5-(3,5-dichloro-4-fluorophenyl)-4,5-dihydro-5-(trifluoromethyl)-3-isoxazolyl]-N-ethyl-8-isoquinoline-carboxamide ClC=1C=C(C=C(C1F)Cl)C1(CC(=NO1)C1=C2C=CN=CC2=C(C=C1)C(=O)NCC)C(F)(F)F